(3-amino-6-(isopropyl-sulfonyl)-4,5,6,7-tetrahydro-pyrazolo[3,4-c]pyridin-2-yl)(6-fluoro-1,2,3,4-tetrahydro-quinolin-4-yl)methanone NC=1N(N=C2CN(CCC21)S(=O)(=O)C(C)C)C(=O)C2CCNC1=CC=C(C=C21)F